bicyclohexyl-2,2-Dicarbonitrile C1(C(CCCC1)(C#N)C#N)C1CCCCC1